4-(2,3-bis(benzyloxy)phenyl)-5,6-dihydro-1,2,4-triazine-1(4H)-carbaldehyde C(C1=CC=CC=C1)OC1=C(C=CC=C1OCC1=CC=CC=C1)N1C=NN(CC1)C=O